3-(5-methylthiazol-4-yl)-6-(2-phenoxyethoxy)-2-(thiophen-2-yl)-1H-inden-1-one CC1=C(N=CS1)C1=C(C(C2=CC(=CC=C12)OCCOC1=CC=CC=C1)=O)C=1SC=CC1